NC1=C(C=CC(=C1)O)C1=C(C=C(C=C1)O)N 2,2'-Diamino-4,4'-dihydroxybiphenyl